5-((4-chlorobenzyl)oxy)-N-((3-(2-methoxyphenyl)pyridin-4-yl)methyl)-1,3,4-thiadiazol-2-amine ClC1=CC=C(COC2=NN=C(S2)NCC2=C(C=NC=C2)C2=C(C=CC=C2)OC)C=C1